oxazole-4-carbohydrazide O1C=NC(=C1)C(=O)NN